OCCS(=O)(=O)NC1=CC(=C(C=C1)C1=C(SC=C1N1CCCCC1)C(=O)N)N1CCC2(CC2)CC1 (4-((2-hydroxyethyl)sulfonylamino)-2-(6-azaspiro[2.5]oct-6-yl)phenyl)-4-(piperidin-1-yl)thiophene-2-carboxamide